C1(=CC(=CC=C1)N1C2=CC=CC=C2C=2C=CC(=CC12)B(O)O)C1=CC=CC=C1 (9-([1,1'-biphenyl]-3-yl)-9H-carbazol-2-yl)boronic acid